C(C)(C)(C)OC(=O)N1CC(C1)C=1C=C2C=NN(C2=CC1)C 3-(1-methyl-1H-indazol-5-yl)azetidine-1-carboxylic acid tert-butyl ester